N,N-dibutyl-N'-(3-(1-azabicyclo[5.4.0]undecan-4-yl)-1H-indol-5-yl)urea C(CCC)N(C(=O)NC=1C=C2C(=CNC2=CC1)C1CCN2CCCCC2CC1)CCCC